FC=1C=CC(=C(C1)NCC=1NC2=CC=CC=C2C1)OC (S)-(5-fluoro-2-methoxyphenyl)(1H-indol-2-yl)methylamine